3-Hydroxy-4-(6-methoxy-3-oxo-2-phenylindolin-2-yl)-1-methylpyrrolidine-2,5-dione OC1C(N(C(C1C1(NC2=CC(=CC=C2C1=O)OC)C1=CC=CC=C1)=O)C)=O